2,4-dimethyl-3,5,6-trifluorobenzyl (1R)-trans-3-(2,2-dichloro-1-ethenyl)-2,2-dimethylcyclopropanecarboxylate ClC(=C[C@H]1C([C@@H]1C(=O)OCC1=C(C(=C(C(=C1F)F)C)F)C)(C)C)Cl